6-bromo-2-chloro-7-iodoquinazoline BrC=1C=C2C=NC(=NC2=CC1I)Cl